7-(8-ethylnaphthalen-1-yl)-8-fluoropyrido[4,3-d]pyrimidine C(C)C=1C=CC=C2C=CC=C(C12)C1=C(C=2N=CN=CC2C=N1)F